(S)-2-(3-((1-(6-amino-3-chloropyridazin-4-yl)-2-cyclopropoxyethyl)amino)-2,2-difluoropropyl)isoindoline-1,3-dione NC1=CC(=C(N=N1)Cl)[C@@H](COC1CC1)NCC(CN1C(C2=CC=CC=C2C1=O)=O)(F)F